1-hydroxy-3-(2-oxo-1-azaspiro[4.5]decan-3-yl)propan OCCCC1C(NC2(C1)CCCCC2)=O